Cl.COC=1C=C(C=NC1)C1=CC=C(C=C1)CN[C@@H]1C[C@@H](C[C@@H](C1)C=1OC=CN1)NC=1C2=C(N=CN1)SC(=C2)CC(F)(F)F (1S,3R,5R)-N1-{[4-(5-methoxypyridin-3-yl)phenyl]methyl}-5-(1,3-oxazol-2-yl)-N3-[6-(2,2,2-trifluoroethyl)thieno[2,3-d]pyrimidin-4-yl]cyclohexane-1,3-diamine Hydrochloride